2-methylene-4-hydroxybutyrate C=C(C(=O)[O-])CCO